6-(3,5-dimethylpyrazol-1-yl)-2-[(1-thieno[3,2-d]pyrimidin-4-ylazetidin-3-yl)methyl]pyridazin-3-one CC1=NN(C(=C1)C)C=1C=CC(N(N1)CC1CN(C1)C=1C2=C(N=CN1)C=CS2)=O